(5-(methoxymethyl)-1,4,5,6-tetrahydropyrrolo[3,4-c]pyrazol-3-yl)(4-(2-(trifluoromethyl)phenyl)piperidin-1-yl)methanone COCN1CC=2NN=C(C2C1)C(=O)N1CCC(CC1)C1=C(C=CC=C1)C(F)(F)F